C(#N)C=1C=C2C(=NC1)N(C=C2)C2=CC(=CC=N2)NC(C)C 6-{5-cyano-1H-pyrrolo[2,3-b]pyridin-1-yl}-4-[(propan-2-yl)amino]pyridine